N-(4-(2-(3-chloro-4-fluorophenyl)propyl)-6-(((R)-1-hydroxy-4-methylpent-2-yl)amino)-1,3,5-triazin-2-yl)methanesulfonamide ClC=1C=C(C=CC1F)C(CC1=NC(=NC(=N1)N[C@@H](CO)CC(C)C)NS(=O)(=O)C)C